Ethyl 2-mercapto-2-methylpropionate SC(C(=O)OCC)(C)C